CC=CCC(C(C)C(=O)[O-])C(=O)[O-] hept-2-en-5,6-dicarboxylate